3-(3-hydroxy-4-methylphenyl)acrylamide 4-chloro-2-((4-nitrophenyl)carbamoyl)phenyl-piperazine-1-carboxylate ClC1=CC(=C(C=C1)OC(=O)N1CCNCC1)C(NC1=CC=C(C=C1)[N+](=O)[O-])=O.OC=1C=C(C=CC1C)C=CC(=O)N